methyl 2-(4-fluorophenyl)-1H-imidazo[4,5-b]pyrazine-6-carboxylate FC1=CC=C(C=C1)C1=NC=2C(=NC(=CN2)C(=O)OC)N1